C(=O)(O)C(O)C(O)C(=O)O.CC1=CC=C(O1)C(CC)N (M)-1-(5-methyl-2-furyl)propan-1-amine tartrate salt